4,4'-dimethoxybenzhydrol COC1=CC=C(C(C2=CC=C(C=C2)OC)O)C=C1